CC1=CN(C2=NC=C(C=C21)[N+](=O)[O-])C(=O)OC(C)(C)C tert-Butyl 3-methyl-5-nitro-1H-pyrrolo[2,3-b]pyridin-1-carboxylate